N-(4-((R)-2-(6-aminopyridin-3-yl)propyl)-6-(((R)-1-hydroxy-4-methylpent-2-yl)amino)-1,3,5-triazin-2-yl)methanesulfonamide NC1=CC=C(C=N1)[C@@H](CC1=NC(=NC(=N1)N[C@@H](CO)CC(C)C)NS(=O)(=O)C)C